3-((13-(triisopropylsilyl)tridecyl)thio)propyl hydrogen ((((R)-1-(6-amino-9H-purin-9-yl)propan-2-yl)oxy)methyl)phosphonate NC1=C2N=CN(C2=NC=N1)C[C@@H](C)OCP(OCCCSCCCCCCCCCCCCC[Si](C(C)C)(C(C)C)C(C)C)(O)=O